BrC1=NN2C(N(C(=C(C2=O)N2CCN(CC2)C(=O)OC(C)(C)C)CC)CC(=O)NC2=C(C=C(C=C2)C(F)(F)F)F)=N1 tert-Butyl 4-(2-bromo-5-ethyl-4-(2-((2-fluoro-4-(trifluoromethyl)phenyl)amino)-2-oxoethyl)-7-oxo-4,7-dihydro-[1,2,4]triazolo[1,5-a]pyrimidin-6-yl)piperazine-1-carboxylate